CC1(N=CNC1)C 4,4-dimethylimidazoline